ClC1=NC=C(C(=N1)C1=CC=C2C(N(C(C2=C1)=O)CCOC)CCOC)Cl 6-(2,5-dichloropyrimidin-4-yl)-2,3-bis(2-methoxyethyl)isoindolin-1-one